C(C1=CC=CC=C1)OC(=O)NC(CC(=O)O)(C)C 3-(Benzyloxycarbonylamino)-3-methyl-butyric acid